C(C)(C)(C)OC(=O)N1C[C@@H]([C@H](C1)C1=CC=CC=C1)C(NCC1=CC=NC=C1)=O (3R,4S)-4-phenyl-3-[(pyridin-4-ylmethyl)carbamoyl]Pyrrolidine-1-carboxylic acid tert-butyl ester